(3-((6-aminopyridin-3-yl)oxy)azetidin-1-yl)-4-methyl-N-(5-(trifluoromethyl)pyridin-3-yl)benzamide NC1=CC=C(C=N1)OC1CN(C1)C1=C(C(=O)NC=2C=NC=C(C2)C(F)(F)F)C=CC(=C1)C